N-(3-fluoro-4-((6-methoxy-7-(3-((oxetan-3-ylmethyl)amino)propoxy)quinolin-4-yl)oxy)phenyl)-5-(4-fluorophenyl)-6-oxo-2,3,5,6-tetrahydrofuro[3,2-c]pyridine-7-carboxamide FC=1C=C(C=CC1OC1=CC=NC2=CC(=C(C=C12)OC)OCCCNCC1COC1)NC(=O)C1=C2C(=CN(C1=O)C1=CC=C(C=C1)F)CCO2